(+/-)-1-tert-Butyl 3-Ethyl cis-4-(4-Methoxyphenyl)-3-methylpiperidine-1,3-dicarboxylate COC1=CC=C(C=C1)[C@H]1[C@](CN(CC1)C(=O)OC(C)(C)C)(C(=O)OCC)C |r|